(5Z)-2-[4-(3-hydroxypropyl)-1-piperazinyl]-5-[(1-methyl-5-nitro-1H-imidazol-2-yl)methylene]thiazol-4(5H)-one OCCCN1CCN(CC1)C=1S\C(\C(N1)=O)=C/C=1N(C(=CN1)[N+](=O)[O-])C